(R)-N-(8,9-difluoro-6-oxo-1,4,5,6-tetrahydro-2H-pyrano[3,4-c]isoquinolin-1-yl)-N-methyl-5-(trifluoromethyl)isoindoline-2-carboxamide FC=1C(=CC=2C3=C(NC(C2C1)=O)COC[C@@H]3N(C(=O)N3CC1=CC=C(C=C1C3)C(F)(F)F)C)F